N-(2-(1,2-dimethyl-2,5-dihydro-1H-pyrrol-3-yl)thieno[2,3-b]pyridin-4-yl)benzo[d]-thiazol-5-amine CN1C(C(=CC1)C1=CC=2C(=NC=CC2NC=2C=CC3=C(N=CS3)C2)S1)C